(2S,4R)-1-[(2S)-2-[4-[(3,5-difluorophenoxy)methyl]triazol-1-yl]-3,3-dimethyl-butanoyl]-4-hydroxy-N-methyl-pyrrolidine-2-carboxamide FC=1C=C(OCC=2N=NN(C2)[C@H](C(=O)N2[C@@H](C[C@H](C2)O)C(=O)NC)C(C)(C)C)C=C(C1)F